(M)-6-Chloro-7-(2-fluorophenyl)-1-(4-methyl-2-(2-propanyl)-3-pyridinyl)-4-((3R)-3-methyl-4-(2-propenoyl)-1-piperazinyl)pyrido[2,3-d]pyrimidin ClC1=CC2=C(N(CN=C2N2C[C@H](N(CC2)C(C=C)=O)C)C=2C(=NC=CC2C)C(C)C)N=C1C1=C(C=CC=C1)F